tert-butyl (2-(2-(((4-nitrophenoxy) carbonyl) oxy) ethoxy)ethyl)carbamate [N+](=O)([O-])C1=CC=C(OC(=O)OCCOCCNC(OC(C)(C)C)=O)C=C1